C(CCCCCCCCCCC)C1=CC=C(CS(=O)(=O)O)C=C1 4-dodecylbenzyl-sulphonic acid